[9-methyl-6-[4-(trifluoromethoxy)phenyl]-7,8-dihydropurin-2-yl]methanamine CN1C2=NC(=NC(=C2NC1)C1=CC=C(C=C1)OC(F)(F)F)CN